ClC1=C(C#N)C=CC(=C1)N1CC2(C[C@@H]1C)CCN(CC2)C2=CC=C(C=C2)C(=O)N2CCC(CC2)CN2CCC(CC2)C2=C(C=C(C=C2)NC2C(NC(CC2)=O)=O)F 2-Chloro-4-((3S)-8-(4-(4-((4-(4-((2,6-dioxo-piperidin-3-yl)amino)-2-fluorophenyl)piperidin-1-yl)methyl)piperidine-1-carbonyl)phenyl)-3-methyl-2,8-diazaspiro[4.5]decan-2-yl)benzonitrile